N-(3-fluoro-4-((6-methoxy-7-(3-(pyrrolidin-1-yl)propoxy)quinazolin-4-yl)oxy)phenyl)-1,2-dimethyl-4-oxo-6-(trifluoromethoxy)-1,4-dihydroquinoline-3-carboxamide FC=1C=C(C=CC1OC1=NC=NC2=CC(=C(C=C12)OC)OCCCN1CCCC1)NC(=O)C1=C(N(C2=CC=C(C=C2C1=O)OC(F)(F)F)C)C